methyl-1H-pyrazolo[4,3-c]quinolin CN1N=CC=2C=NC=3C=CC=CC3C21